methyl-carbonyl-amino ethyl sulfide C(C)SNC(=O)C